CN([C@@H]1CN(CC1)C=1N=CC2=C(N1)SC(=C2)C(=O)OC)C methyl 2-[(3S)-3-(dimethylamino)pyrrolidin-1-yl]thieno[2,3-d]pyrimidine-6-carboxylate